BrC1=C(C(=CC=C1)C)OCC 4-bromo-l-m-ethoxy-2-methylbenzene